4-hydroxy-5-((R)-5H-imidazo[5,1-a]isoindol-5-yl)-4,5,6,7-tetrahydropyrazolo[1,5-a]pyridine-3-carbonitrile OC1C=2N(CCC1[C@H]1N3C(C4=CC=CC=C14)=CN=C3)N=CC2C#N